(S)-2-(3,3-dimethylpiperazin-1-yl)-N-(5-(4-fluorophenoxy)pyrazin-2-yl)propanamide CC1(CN(CCN1)[C@H](C(=O)NC1=NC=C(N=C1)OC1=CC=C(C=C1)F)C)C